ethyloxazol-2(3H)-one C(C)N1C(OC=C1)=O